disodium diacetate magnesium [Mg+2].C(C)(=O)[O-].C(C)(=O)[O-].[Na+].[Na+]